FC1=C(C=CC(=C1)F)C1=NC=C2N1C=CN=C2N2C[C@H]1NC3=CC=CC(OC=4C=NN(C4CCCN(C([C@@H]2C1)=O)C)C)=N3 (3S,6S)-5-[3-(2,4-difluorophenyl)imidazo[1,5-a]pyrazin-8-yl]-8,13-dimethyl-17-oxa-2,5,8,13,14,22-hexazatetracyclo[16.3.1.13,6.012,16]tricosa-1(21),12(16),14,18(22),19-pentaen-7-one